BrC1=C(C=C(C(=C1C(F)(F)F)C(F)(F)F)[N+](=O)[O-])C(F)(F)F 2-bromo-5-nitro-1,3,4-tris(trifluoromethyl)benzene